N-(5-((4-((1H-pyrazol-1-yl)methyl)benzyl)oxy)pyridazin-3-yl)-1,1-diphenylmethanimine N1(N=CC=C1)CC1=CC=C(COC=2C=C(N=NC2)N=C(C2=CC=CC=C2)C2=CC=CC=C2)C=C1